ONCC1=CC=C(C=C1)NC=1C=NC=CC1 N-(4-((hydroxyamino)methyl)phenyl)pyridin-3-amine